C1N(CC2=CC=CC=C12)CC1=CC=C(C2=C1CCS2(=O)=O)OCC2CCN(CC2)S(=O)(=O)N(C)C 4-(((4-(isoindolin-2-ylmethyl)-1,1-dioxido-2,3-dihydrobenzothien-7-yl)oxy)methyl)-N,N-dimethylpiperidine-1-sulfonamide